2-(3,6-diazabicyclo[3.1.1]heptan-3-yl)-7-(thiazol-2-yl)benzo[d]oxazole-4-carbonitrile C12CN(CC(N1)C2)C=2OC=1C(N2)=C(C=CC1C=1SC=CN1)C#N